bis[4-(acetyloxy)-3-[(2E,6E,10E,14E,18E,22E)-3,7,11,15,19,23,27-heptamethyloctacosa-2,6,10,14,18,22,26-heptaen-1-yl]-2-methylnaphthalen-1-yl] butanedioate C(CCC(=O)OC1=C(C(=C(C2=CC=CC=C12)OC(C)=O)C\C=C(\CC\C=C(\CC\C=C(\CC\C=C(\CC\C=C(\CC\C=C(\CCC=C(C)C)/C)/C)/C)/C)/C)/C)C)(=O)OC1=C(C(=C(C2=CC=CC=C12)OC(C)=O)C\C=C(\CC\C=C(\CC\C=C(\CC\C=C(\CC\C=C(\CC\C=C(\CCC=C(C)C)/C)/C)/C)/C)/C)/C)C